FC=1C=CC(=C(C(=O)NC2=C(C=CC(=C2)C=2OC(=NN2)C=2OC=CC2)F)C1)OCCC 5-Fluoro-N-(2-fluoro-5-(5-(furan-2-yl)-1,3,4-oxadiazol-2-yl)phenyl)-2-propoxybenzamide